o-sulfobenzoic acid anhydride S(=O)(=O)(O)C1=C(C(=O)OC(C2=C(C=CC=C2)S(=O)(=O)O)=O)C=CC=C1